NC1=CC=C(C=C1)C=1C(=C(C(=O)[O-])C=CC1)C1=CC=C(C=C1)N bis(4-aminophenyl)benzoate